5-(5-nitro-2H-1,2,3-triazol-4-yl)-4H-1,2,4-triazol-3,4-diamine [N+](=O)([O-])C=1C(=NNN1)C=1N(C(=NN1)N)N